C(CCC=C)C1CNCCC1 3-(pent-4-en-1-yl)piperidine